methyl 1-methyl-4-((4-(trifluoromethyl)phenyl)amino)-1H-pyrazole-3-carboxylate CN1N=C(C(=C1)NC1=CC=C(C=C1)C(F)(F)F)C(=O)OC